FC1=C2C(=NC=3N(C2=CC=C1)C(=NN3)C)N3CCCC1=C(C=CC=C31)C#CC3(COC3)C 6-fluoro-1-methyl-5-(5-((3-methyloxetan-3-yl)ethynyl)-3,4-dihydroquinolin-1(2H)-yl)-[1,2,4]triazolo[4,3-a]quinazoline